3,3-dimethylbutan-1-amine CC(CCN)(C)C